C1(CC1)CCOC1=CC=C(C=C1)C(CC)N1C[C@@H](N(C[C@H]1CC)C1=CC(N(C=2C=CC(=NC12)C#N)C)=O)C 8-((2s,5r)-4-(1-(4-(2-cyclopropylethoxy)phenyl)propyl)-5-ethyl-2-methylpiperazin-1-yl)-5-methyl-6-oxo-5,6-dihydro-1,5-naphthyridine-2-carbonitrile